1-valeryl-D-lysergic acid diethylamide C(C)N(C(=O)[C@H]1CN(C)[C@@H]2CC3=CN(C4=CC=CC(C2=C1)=C34)C(CCCC)=O)CC